(8R,9R,10R)-10-(hydroxymethyl)-N-(4-methoxyphenyl)-9-[4-(2-phenylethynyl)phenyl]-1,6-diazabicyclo[6.2.0]decane-6-carboxamide OC[C@H]1[C@@H]([C@@H]2CN(CCCCN12)C(=O)NC1=CC=C(C=C1)OC)C1=CC=C(C=C1)C#CC1=CC=CC=C1